C1(CC1)OC=1C(=CC2=CN(N=C2C1)C1CCC(CC1)O)C(=O)O 6-cyclopropoxy-2-((1r,4r)-4-hydroxycyclohexyl)-2H-indazole-5-carboxylic acid